(1S,4R,5S)-Tert-butyl-4-((6-chloro-5-methylpyridin-3-yl)methyl)-3-oxo-2-azabicyclo[3.1.0]hexane-2-carboxylate C(C)(C)(C)OC(=O)N1[C@H]2C[C@H]2[C@H](C1=O)CC=1C=NC(=C(C1)C)Cl